7-(6-fluoropyridin-3-yl)-2H-chromen-2-one FC1=CC=C(C=N1)C1=CC=C2C=CC(OC2=C1)=O